FC(C(=O)O)(F)F.C(#N)C1(CC1)NC(=O)C1(CCC(CC1)(F)F)NC(=O)C=1C=CC2=C(OC3=C2C=CC(=C3)N3CCN(CC3)C)C1 N-(1-((1-cyanocyclopropyl)carbamoyl)-4,4-difluorocyclohexyl)-7-(4-methylpiperazin-1-yl)dibenzo[b,d]furan-3-carboxamide trifluoroacetate salt